6-((4-hydroxybutyl)amino)hexyl 2-(pentylthio)decanoate C(CCCC)SC(C(=O)OCCCCCCNCCCCO)CCCCCCCC